N-[5-[3-chloro-4-[[(Z)-[3-(2-isopropyl-5-methyl-phenyl)-4-oxo-thiazolidine-2-ylidene]carbamoyl]amino]phenyl]-2,4-dimethyl-pyrazol-3-yl]-4-(trifluoromethoxy)benzamide ClC=1C=C(C=CC1NC(\N=C\1/SCC(N1C1=C(C=CC(=C1)C)C(C)C)=O)=O)C=1C(=C(N(N1)C)NC(C1=CC=C(C=C1)OC(F)(F)F)=O)C